OC1=C(C=C(C=C1)C(C)(C)CC(C)(C)C)C1=C(C=C(C=C1)Cl)N1NC=CC=N1 2-(2'-hydroxy-5'-tert-octylphenyl)-5-chlorophenyl-2H-triazine